(E)-2-(3,7-dimethylocta-2,6-dien-1-yl)-5-pentyl-4-(thiazol-5-yl)benzene-1,3-diol C\C(=C/CC1=C(C=C(C(=C1O)C1=CN=CS1)CCCCC)O)\CCC=C(C)C